CC(=O)C=NC1=C(NC(=O)NC1=O)NCCCO The molecule is a nucleobase analogue that is uracil substituted with a (3-hydroxypropyl)amino group at position 6 and an (E)-(2-oxopropylidene)amino group at position 5; one of 20 modifications to the potent microbial riboflavin-based metabolite antigen 5-(2-oxopropylideneamino)-6-D-ribityl aminouracil (5-OP-RU), an activator of mucosal-associated invariant T (MAIT) cells when presented by the MR1 protein (reported in MED:32123373). It has a role as an epitope. It is a pyrimidone and a nucleobase analogue. It derives from a uracil.